C(C)C1=C(C=CC(=N1)N)C=1C=CC=C2CCNC12 6-ethyl-5-(indolin-7-yl)pyridin-2-amine